methyl 5-(2-fluoro-5-nitrophenyl)-1H-pyrrole-2-carboxylate FC1=C(C=C(C=C1)[N+](=O)[O-])C1=CC=C(N1)C(=O)OC